1-allyl-3-butylimidazolium bromide salt [Br-].C(C=C)N1C=[N+](C=C1)CCCC